C1=CC=CC=2C3=CC=CC=C3C(C12)COC(=O)N[C@H](C(=O)O)CC(F)(F)F (S)-2-((((9H-fluoren-9-yl)methoxy)carbonyl)amino)-4,4,4-trifluorobutanoic acid